N-(5-(2-chloropyrimidin-4-yl)-4-(4-fluorophenyl)thiazol-2-yl)cyclohexanesulfonamide ClC1=NC=CC(=N1)C1=C(N=C(S1)NS(=O)(=O)C1CCCCC1)C1=CC=C(C=C1)F